(S)-7-(tert-butyl)-N-((R)-1-(4-((N,N-dimethylsulfamoyl)amino)-3-fluorophenyl)-3-hydroxypropyl)-5,6,7,8-tetrahydrothiazolo[5,4-b]quinoline-2-carboxamide C(C)(C)(C)[C@@H]1CC=2C=C3C(=NC2CC1)SC(=N3)C(=O)N[C@H](CCO)C3=CC(=C(C=C3)NS(N(C)C)(=O)=O)F